C(C)(=O)O.N1CCC(CC1)C(=O)O piperidine-4-carboxylic acid acetate